NC1(C(=O)[O-])C(C(=CC=C1)N)S 1,3-diamino-2-mercaptobenzoate